N-(2-(2-Methoxyphenyl)-4H,10H-benzo[f]pyrazolo[5,1-c][1,4]oxazepin-7-yl)pent-3-ynamide COC1=C(C=CC=C1)C1=NN2C(COC3=C(C2)C=CC(=C3)NC(CC#CC)=O)=C1